5-(4-fluoro-2-methylphenyl)-4-hydroxy-N-[4-[(7-methoxy-1,5-naphthyridin-4-yl)oxy]phenyl]-2,6-dimethylpyridine-3-carboxamide FC1=CC(=C(C=C1)C=1C(=C(C(=NC1C)C)C(=O)NC1=CC=C(C=C1)OC1=CC=NC2=CC(=CN=C12)OC)O)C